4-(5-((4-(trifluoromethyl)phenyl)amino)-1,2,3,4-tetrahydroisoquinoline-2-carbonyl)thiazol FC(C1=CC=C(C=C1)NC1=C2CCN(CC2=CC=C1)C(=O)C=1N=CSC1)(F)F